3-(4-fluoro-1-methyl-1H-pyrazol-5-yl)bicyclo[1.1.1]pentane-1-carboxylic acid FC=1C=NN(C1C12CC(C1)(C2)C(=O)O)C